(R)-3-(tert-butyl)-N-(1-(2-methyl-4-(8-(4-(piperazin-1-yl)phenyl)-9H-purin-6-yl)phenyl)ethyl)-1,2,4-oxadiazole-5-carboxamide hydrochloride Cl.C(C)(C)(C)C1=NOC(=N1)C(=O)N[C@H](C)C1=C(C=C(C=C1)C1=C2N=C(NC2=NC=N1)C1=CC=C(C=C1)N1CCNCC1)C